CN(CCCNCCCN(C)C)C N3-[3-(dimethylamino)propyl]-N1,N1-dimethyl-1,3-propanediamine